C(C)(C)(C)OC(=O)N1CCN(CC1)C1=CC=C(C=C1)C(=O)N1CCC2(CCN(C2=O)C2=CC(=C(C=C2)C=2C=NNC2)OC)CC1 4-(4-(2-(3-methoxy-4-(1H-pyrazol-4-yl)phenyl)-1-oxo-2,8-diazaspiro[4.5]Decane-8-carbonyl)phenyl)piperazine-1-carboxylic acid tert-butyl ester